C(C)(C)N1CCN(CC1)C1=CC(=CC=2N(C(=NC21)C2=CC=C(C=C2)S(=O)(=O)C)C)C2=CC=C(C=C2)N2CCN(CC2)C(C)C 4-(4-isopropylpiperazin-1-yl)-6-(4-(4-isopropylpiperazin-1-yl)phenyl)-1-methyl-2-(4-(methylsulfonyl)phenyl)-1H-benzo[d]imidazole